OC(C(=O)OCCCCCC)C hexyl 2-hydroxypropanoate